N-[(3S)-1-{5-[3-(2,6-difluorophenyl)-5-fluoropyridin-2-yl]-5-(fluoromethyl)-4,5-dihydro-1,2-oxazol-3-yl}pyrrolidin-3-yl]-1-fluorocyclopropane-1-sulfonamide FC1=C(C(=CC=C1)F)C=1C(=NC=C(C1)F)C1(CC(=NO1)N1C[C@H](CC1)NS(=O)(=O)C1(CC1)F)CF